Methyl 2-(2-(4-(4-acetamidophenyl)-1-oxoisoindolin-2-yl)acrylamido)acrylate C(C)(=O)NC1=CC=C(C=C1)C1=C2CN(C(C2=CC=C1)=O)C(C(=O)NC(C(=O)OC)=C)=C